methyl 2-methyl-2-((2-(p-tolyl)prop-1-en-1-yl)oxy)propanoate CC(C(=O)OC)(C)OC=C(C)C1=CC=C(C=C1)C